C(C(=O)[C@@H](C(=O)[O-])O)O The molecule is a hydroxy monocarboxylic acid anion that is the conjugate base of (S)-2,4-dihydroxy-3-oxobutanoic acid, obtained by deprotonation of the carboxy group; major species at pH 7.3. It is a hydroxy monocarboxylic acid anion and a 3-oxo monocarboxylic acid anion. It is a conjugate base of a (S)-2,4-dihydroxy-3-oxobutanoic acid. It is an enantiomer of a (R)-2,4-dihydroxy-3-oxobutanoate.